NCCNC1=NC(=C2C(=N1)N(N=C2)C)NC=2C=C(C=CC2)C2=CC=C(C=C2)OC N6-(2-aminoethyl)-N4-{4'-methoxy-[1,1'-biphenyl]-3-yl}-1-methyl-1H-pyrazolo[3,4-d]pyrimidine-4,6-diamine